5-(hydroxymethyl)-4-methyl-2,4-dihydro-3H-1,2,4-triazol-3-one OCC=1N(C(NN1)=O)C